5-(1-Cyclopropyl-6-fluoro-1H-benzo[d]imidazol-2-yl)-N-methylpyrimidin-4-amin C1(CC1)N1C(=NC2=C1C=C(C=C2)F)C=2C(=NC=NC2)NC